C1NCC12C(NCCC2)=O 2,6-diazaspiro[3.5]nonan-5-one